1-(5-fluoropyridin-3-yl)ethanone FC=1C=C(C=NC1)C(C)=O